4-((3-(2-oxoazetidin-1-yl)propyl)amino)pyrimidine-5-carbonitrile O=C1N(CC1)CCCNC1=NC=NC=C1C#N